3-(benzyloxy)-8-(3-(hydroxymethyl)bicyclo[1.1.1]pentan-1-yl)-6H-benzo[c]chromen-6-one C(C1=CC=CC=C1)OC1=CC=C2C3=C(C(OC2=C1)=O)C=C(C=C3)C31CC(C3)(C1)CO